C(C)(C)(C)OC(=O)N1CCC(CC1)OS(=O)(=O)C 4-(methylsulfonyloxy)piperidine-1-carboxylic acid tert-butyl ester